8-(8-fluoro-4-(4-((Z)-2-fluoro-3-(thiazol-2-yl)acryloyl)piperazin-1-yl)-2-(((2R,7aS)-2-fluorotetrahydro-1H-pyrrolizin-7a(5H)-yl)methoxy)pyrido[4,3-d]pyrimidin-7-yl)-1-naphthonitrile FC1=C(N=CC2=C1N=C(N=C2N2CCN(CC2)C(/C(=C/C=2SC=CN2)/F)=O)OC[C@]21CCCN1C[C@@H](C2)F)C=2C=CC=C1C=CC=C(C21)C#N